2,2,6,6-tetramethylheptanoate CC(C(=O)[O-])(CCCC(C)(C)C)C